C1(=CC=CS1)C(=O)SC(CCCCCCCC)C=1C(=C2C(C=CC(C2=C(C1)OC)=NO)=NO)OC 6-[1-(2-thenoyl)thio-nonyl]-5,8-dimethoxy-1,4-naphthalenedione dioxime